C(C)(C)(C)OC(=O)NC=1C(=NC(=NC1CO)SC)C1C[C@H](NCC1)CC#N (S)-4-(5-((tert-butoxycarbonyl)amino)-6-(hydroxymethyl)-2-(methylthio)pyrimidin-4-yl)-2-(cyanomethyl)piperidine